C1(CCCC1)N1N=C(C=C1C1=C(C=CC=C1OC)OC)C(=O)N[C@H](CC(=O)NC=1OC=CN1)CCN1CCCCC1 (3S)-3-{[1-cyclopentyl-5-(2,6-dimethoxyphenyl)-1H-pyrazol-3-yl]formamido}-N-(1,3-oxazol-2-yl)-5-(piperidin-1-yl)pentanamide